C(CCCCCCCCCCCCCCCCC)NC(CC(C(=O)[O-])S(=O)(=O)O)=O.[Na+].[Na+].C([O-])([O-])=O.[In+3] Indium Carbonat disodium N-octadecylsulfosuccinamate